5-(1H-imidazol-1-yl)-2-(3-((2,2,6,6-tetramethylpiperidin-4-yl)thio)-1,2,4-triazin-6-yl)phenol N1(C=NC=C1)C=1C=CC(=C(C1)O)C1=CN=C(N=N1)SC1CC(NC(C1)(C)C)(C)C